tert-butyl 4-(2-chloro-5-methyl-pyrimidin-4-yl)piperazine-1-carboxylate ClC1=NC=C(C(=N1)N1CCN(CC1)C(=O)OC(C)(C)C)C